5-bromo-1-isopropyl-4-oxo-1,4-dihydropyridine-3-carboxamide BrC=1C(C(=CN(C1)C(C)C)C(=O)N)=O